3-fluoro-N-(5-(4-(trifluoromethyl)phenethoxy)-1H-indol-3-yl)picolinamide FC=1C(=NC=CC1)C(=O)NC1=CNC2=CC=C(C=C12)OCCC1=CC=C(C=C1)C(F)(F)F